N-(3-triethoxysilylpropyl)perfluorooctanoamide C(C)O[Si](CCCNC(C(C(C(C(C(C(C(F)(F)F)(F)F)(F)F)(F)F)(F)F)(F)F)(F)F)=O)(OCC)OCC